[Ca+2].C(CC[C@@H](C(=O)O)NC(=O)C1=CC=C(NCC2=CN=C3N=C(N)NC(=O)C3=N2)C=C1)(=O)[O-].C(CC[C@@H](C(=O)O)NC(=O)C1=CC=C(NCC2=CN=C3N=C(N)NC(=O)C3=N2)C=C1)(=O)[O-] folic acid calcium salt